C1=C(C=CC2=CC=CC=C12)C(=O)C12[C@@H](CC(C1)(C2)C=2C=C(C=CC2)C)C2=NC=CC=C2 naphthalen-2-yl((1R,2R,4S)-2-(pyridin-2-yl)-4-(m-tolyl)bicyclo[2.1.1]hexan-1-yl)methanone